C(C)(C)C1=C(NC2=CC=C(C=C12)C1CCN(CC1)CC#N)C=1C=C(C=2N(C1)C=CN2)OC 2-(4-(3-isopropyl-2-(8-methoxyimidazo[1,2-a]pyridin-6-yl)-1H-indol-5-yl)piperidin-1-yl)acetonitrile